1-amino-N-(3,4-dimethoxyphenyl)cyclohexane-1-carboxamide methyl-(3S)-pyrrolidine-3-carboxylate COC(=O)[C@@H]1CNCC1.NC1(CCCCC1)C(=O)NC1=CC(=C(C=C1)OC)OC